FC=1C=C2C(=NC(=NC2=C(C1C1=CC=CC2=CC=C(C(=C12)Cl)F)F)OC[C@H]1N(CCC1)C)N1[C@H](CN(CC1)C(C=C)=O)C 1-((S)-4-(6,8-difluoro-7-(8-chloro-7-fluoronaphthalen-1-yl)-2-(((S)-1-methylpyrrolidin-2-yl)methoxy)quinazolin-4-yl)-3-methylpiperazin-1-yl)prop-2-en-1-one